NC=1C=C(C=CC1)C#C 3-aminophenyl-acetylene